CC=1C(=C(C=C(C1)C)O)C=1N=NC(=CC1)N1CCCC2CCN(CC12)C 3,5-dimethyl-2-[6-(7-methyl-2,3,4,4a,5,6,8,8a-octahydro-1,7-naphthyridin-1-yl)pyridazin-3-yl]phenol